di-n-octyl phosphate octadecylamine salt C(CCCCCCCCCCCCCCCCC)N.P(=O)(OCCCCCCCC)(OCCCCCCCC)O